O.C(C)C(C(=O)N)(C(=O)N)C1=CC=CC=C1 2-Ethyl-2-Phenyl-malonamide, monohydrate